N1N=CN=C1[C@@H]1CN(CC1)C(=O)N1CC(C1)C1=CC=C(C=C1)C1=NN=C(N1)C1(CC1)C(F)(F)F [(3S)-3-(1H-1,2,4-Triazol-5-yl)pyrrolidin-1-yl]-[3-[4-[5-[1-(trifluoromethyl)cyclopropyl]-4H-1,2,4-triazol-3-yl]phenyl]azetidin-1-yl]methanone